OC1=C(N2C(C3=CC(=CC=C13)OC1=CC=CC=C1)=NC(=N2)C)C(=O)NCC(=O)OC methyl (6-hydroxy-2-methyl-9-phenoxy-[1,2,4]triazolo[5,1-a]isoquinoline-5-carbonyl)glycinate